C1(CC1)NC(=O)NC=1N=CC2=C(N=CC(=C2C1)C1=NN2C(C=CC(=C2)N2C[C@H](OCC2)C)=N1)NC (R)-1-cyclopropyl-3-(8-(methylamino)-5-(6-(2-methylmorpholino)-[1,2,4]triazolo[1,5-a]pyridin-2-yl)-2,7-naphthyridin-3-yl)urea